Cl.C1(=CC=CC=C1)C=CC1=CC=CC=C1 1,2-diphenylethylene hydrochloride